2-Chloro-4-(4-fluoro-2-(trifluoromethyl)phenoxy)-5,8-dihydropyrido[3,4-d]pyrimidine-7(6H)-carboxylic acid tert-butyl ester C(C)(C)(C)OC(=O)N1CC=2N=C(N=C(C2CC1)OC1=C(C=C(C=C1)F)C(F)(F)F)Cl